1-(4-Fluorophenyl)benzene-1,2-diamine FC1=CC=C(C=C1)C1(C(C=CC=C1)N)N